C(CCCCCCCCCCCCCCC(C)C)OP(=O)([O-])[O-].[Na+].[Na+] Sodium isooctadecyl-phosphate salt